O=N[C@@H](CCC(=O)[O-])C(=O)[O-] ketoglutamate